C(C)(C)C1CCC2(CCC(O2)OCCOC2OC3(CC2)CCC(CC3)C(C)C)CC1 1,2-bis((8-isopropyl-1-oxaspiro[4.5]decan-2-yl)oxy)ethane